(3Z)-1-bromo-14,14-diethoxy-3-tetradecene BrCC\C=C/CCCCCCCCCC(OCC)OCC